C(#N)C=1C=NN2C1C(=CC(=C2)OCC)C=2C=CC(=NC2)N2CCC(CC2)(CN2CCN(CC2)CC)NC(OC)=O methyl (1-(5-(3-cyano-6-ethoxypyrazolo[1,5-a]pyridin-4-yl)pyridin-2-yl)-4-((4-ethylpiperazin-1-yl)methyl)piperidin-4-yl)carbamate